(3aS,13aS)-N-[(4-fluorophenyl)methyl]-7,9-dioxo-8-[(phenylmethyl)oxy]-1,2,3,3a,4,5,7,9,13,13a-decahydropyrido[1',2':4,5]pyrazino[1,2-a]pyrrolo[1,2-c]pyrimidine-10-carboxamide FC1=CC=C(C=C1)CNC(=O)C=1C(C(=C2N(C[C@@H]3N(CC[C@H]4N3CCC4)C2=O)C1)OCC1=CC=CC=C1)=O